CNC1=NC=CC2=CC(=NC=C12)N N1-methyl-2,7-naphthyridine-1,6-diamine